pentaethylhexanoic acid C(C)C(C(C(C(=O)O)(CC)CC)(CC)CC)CC